(3R)-3-hydroxytetrahydro-1H-pyrrole O[C@H]1CNCC1